5-[3-[[(1r,2r)-2-hydroxycyclohexyl]amino]pyrrolidin-1-yl]-N-methyl-7-(trifluoromethyl)thieno[3,2-b]pyridine-3-carboxamide O[C@H]1[C@@H](CCCC1)NC1CN(CC1)C1=CC(=C2C(=N1)C(=CS2)C(=O)NC)C(F)(F)F